tert-Butyl (3S)-4-benzyl-3-[2-(3-bromo-2-chloro-4-fluoro-6-methoxycarbonyl-phenoxy)ethyl]piperazine-1-carboxylate C(C1=CC=CC=C1)N1[C@H](CN(CC1)C(=O)OC(C)(C)C)CCOC1=C(C(=C(C=C1C(=O)OC)F)Br)Cl